COCCN1C(=NC2=CC=C(C=C2C1=O)[N+](=O)[O-])C1CCN(CC1)C(=O)OC(C)(C)C tert-butyl 4-(3-(2-methoxyethyl)-6-nitro-4-oxo-3,4-dihydroquinazolin-2-yl)piperidine-1-carboxylate